4-phenoxy-5-butyrylaminobenzoic acid methyl ester COC(C1=CC=C(C(=C1)NC(CCC)=O)OC1=CC=CC=C1)=O